3,4,5-trihydroxyphthalaldehyde OC1=C(C(C=O)=CC(=C1O)O)C=O